5-chloro-2-(3,6-dihydro-2H-pyran-yl-3-methylphenyl)oxetan-3-ol ClC=1C=C(C(=C(C1)C1OCC1O)C1OCC=CC1)C